C(CCC)C1=CC=C(C2=NC3=C4C(C(=CC3=C12)C1=C(C=CC=C1)Cl)=CN=C4)O 6-butyl-4-(2-chlorophenyl)-9-hydroxypyrrolo[3,4]carbazole